FC(C1=C2C=CC=NC2=C(C=C1)B(O)O)(F)F 5-TRIFLUOROMETHYLQUINOLINE-8-BORONIC ACID